4-(aminomethyl)-6-(5-((4-chlorophenyl)thio)pyridin-3-yl)phthalazin-1(2H)-one NCC1=NNC(C2=CC=C(C=C12)C=1C=NC=C(C1)SC1=CC=C(C=C1)Cl)=O